1-(3-(2,4-dioxotetrahydropyrimidin-1(2H)-yl)-4-fluorophenyl)pyrrolidine-3-carbaldehyde O=C1N(CCC(N1)=O)C=1C=C(C=CC1F)N1CC(CC1)C=O